N-[7-(methanesulfonamido)-4-oxo-6-phenoxybenzopyran-3-yl]formamide CS(=O)(=O)NC1=CC2=C(C(C(=CO2)NC=O)=O)C=C1OC1=CC=CC=C1